methyl 4-oxo-2,3,4,5-tetrahydro-1H-cyclopenta[c]quinoline-7-carboxylate O=C1NC=2C=C(C=CC2C2=C1CCC2)C(=O)OC